ClC=1C=C(CNCCCCOCCOC2=NC3=C(C4=CN=CC=C24)C=CC(=C3)C(=O)N)C=C(C1)CO 5-(2-(4-((3-chloro-5-(hydroxymethyl)benzyl)amino)butoxy)ethoxy)benzo[c][2,6]naphthyridine-8-carboxamide